COC1=CC=C(C=C1)C=1C=NC2=CC=CC=C2C1 3-(4-methoxyphenyl)-quinoline